N-(5-nitropyridin-2-yl)pyrimidine-2-carboxamide [N+](=O)([O-])C=1C=CC(=NC1)NC(=O)C1=NC=CC=N1